N-(5-(5-methyl-4-(3-methyl-2-oxo-2,3-dihydrobenzoxazol-5-ylamino)pyrimidin-2-ylamino)pyridin-2-yl)methanesulfonamide CC=1C(=NC(=NC1)NC=1C=CC(=NC1)NS(=O)(=O)C)NC=1C=CC2=C(N(C(O2)=O)C)C1